7-(6-Amino-4-methoxy-pyridin-3-yl)-3-oxa-9-aza-bicyclo[3.3.1]non-6-ene NC1=CC(=C(C=N1)C1=CC2COCC(C1)N2)OC